NC=1C(=NC(=C(N1)C1=CC=C(C=C1)Cl)C1=CC=CC=C1)C#N 3-amino-5-(4-chlorophenyl)-6-phenylpyrazine-2-carbonitrile